CC(CCCCCCCCCCCC)CCCCCCCCCCCCCCCCCCCCCCC 13-Methylhexatriacontane